(R/S)-(5-(4-fluorophenyl)-2-methylthiazol-4-yl)(6-((5-(trifluoromethyl)pyridin-2-yl)oxy)-2-azabicyclo[2.2.1]heptan-2-yl)methanone FC1=CC=C(C=C1)C1=C(N=C(S1)C)C(=O)N1[C@H]2C(CC(C1)C2)OC2=NC=C(C=C2)C(F)(F)F |r|